FC=1C=C(C=CC1B1OC(C(O1)(C)C)(C)C)NC(OCC1=CC=CC=C1)=O benzyl (3-fluoro-4-(4,4,5,5-tetramethyl-1,3,2-dioxaborolan-2-yl)phenyl)carbamate